C(O)(O)=O.C=CCCCC hexene carbonate